tetracene-5,11-diamine C1=CC=CC2=C(C3=CC4=CC=CC=C4C(=C3C=C12)N)N